N-[5-[4-chloro-3-[(3-hydroxycyclohexyl)sulfamoyl]phenyl]-4-methyl-thiazol-2-yl]cyclopentanecarboxamide ClC1=C(C=C(C=C1)C1=C(N=C(S1)NC(=O)C1CCCC1)C)S(NC1CC(CCC1)O)(=O)=O